C(C)(C)(C)OC(=O)N1[C@H](CN([C@@H](C1)C)C(C(C)(C)O)C1=CC=C(C=C1)F)C (2S,5R)-4-(1-(4-fluorophenyl)-2-hydroxy-2-methylpropyl)-2,5-dimethylpiperazine-1-carboxylic acid tert-butyl ester